8-oxa-2-azaspiro[4.5]decane hemioxalate C(C(=O)O)(=O)O.C1NCCC12CCOCC2.C2NCCC21CCOCC1